CC1(C2CCC(CC2CCC1)C=O)C OCTAHYDRO-5,5-DIMETHYL-2-NAPHTHALENECARBALDEHYDE